4-(2-{6-[(3R,5R)-3-Amino-5-fluoropiperidine-1-carbonyl]-4-methoxy-3-methylpyrazolo[1,5-a]pyridin-2-yl}-1-(cyclopropylmethyl)-1H-pyrrolo[2,3-b]pyridin-6-yl)-2-fluoro-5-methylbenzamide N[C@H]1CN(C[C@@H](C1)F)C(=O)C=1C=C(C=2N(C1)N=C(C2C)C2=CC=1C(=NC(=CC1)C1=CC(=C(C(=O)N)C=C1C)F)N2CC2CC2)OC